tert-butyl (2S,4R)-2-(4-(5-(4,4-difluorocyclohexyl)-1,2,4-oxadiazol-3-yl)-4-(trifluoromethyl)piperidine-1-carbonyl)-4-hydroxy-5,5-dimethylpiperidine-1-carboxylate FC1(CCC(CC1)C1=NC(=NO1)C1(CCN(CC1)C(=O)[C@H]1N(CC([C@@H](C1)O)(C)C)C(=O)OC(C)(C)C)C(F)(F)F)F